4-[(2,3-dihydro-1H-inden-5-yl)amino]-6-[(1H-indol-6-yl)amino]pyridine-2-carbonitrile C1CCC2=CC(=CC=C12)NC1=CC(=NC(=C1)NC1=CC=C2C=CNC2=C1)C#N